NC1=C2N=CN(C2=NC(=N1)Cl)[C@@H]1O[C@]([C@H]([C@H]1O)OCC1=CC=CC=C1)(C#C[Si](CC)(CC)CC)COCC1=CC=CC=C1 (2R,3R,4S,5R)-2-(6-amino-2-chloro-9H-purin-9-yl)-4-(benzyloxy)-5-((benzyloxy)methyl)-5-((triethylsilyl)ethynyl)tetrahydrofuran-3-ol